(4-chloro-2-fluorophenoxy)-3-(4,4,5,5-tetramethyl-1,3,2-dioxaborolan-2-yl)aniline ClC1=CC(=C(ONC2=CC(=CC=C2)B2OC(C(O2)(C)C)(C)C)C=C1)F